4,4-difluoro-5-methylpiperidine-1-carboxylate FC1(CCN(CC1C)C(=O)[O-])F